tert-butyl (3S)-3-methyl-1-piperazinecarboxylate C[C@H]1CN(CCN1)C(=O)OC(C)(C)C